2-{3-azabicyclo[3.1.0]hex-3-yl}-3-fluoro-5-formyl-benzenecarbonitrile C12CN(CC2C1)C1=C(C=C(C=C1F)C=O)C#N